tri(2,6-difluorophenyl)borane 3,4-dichlorobenzyl-((2S)-2-(((tetrahydro-2H-pyran-2-yl)oxy)carbamoyl)chroman-8-yl)carbamate ClC=1C=C(CN(C(O)=O)C=2C=CC=C3CC[C@H](OC23)C(NOC2OCCCC2)=O)C=CC1Cl.FC1=C(C(=CC=C1)F)B(C1=C(C=CC=C1F)F)C1=C(C=CC=C1F)F